5-Amino-3-cyano-1-(3-fluoropyridin-2-yl)-4-(3-methoxy-2-methylphenyl)-1H-pyrrolo[2,3-b]pyridine-6-carboxamide NC=1C(=C2C(=NC1C(=O)N)N(C=C2C#N)C2=NC=CC=C2F)C2=C(C(=CC=C2)OC)C